C(N)(=N)N1CCC(CC1)CNC(C1=C(C=C(C=C1)NC=1C=2N(C=CN1)C(=CN2)C2=CC(=C(C=C2)OC)Cl)C)=O N-((1-carbamimidoylpiperidin-4-yl)methyl)-4-((3-(3-chloro-4-methoxyphenyl)imidazo[1,2-a]pyrazin-8-yl)amino)-2-methylbenzamide